NC=1C=C(C=CC1)CS(=O)(=O)N1C(C[C@@H](CC1)NC=1C=C(C=CC1F)C1=C(C(=C(S1)C(=O)OC(C)(C)C)OCC(=O)O)Cl)(C)C 2-[[5-[3-[[(4R)-1-[(3-aminophenyl)methylsulfonyl]-2,2-dimethyl-4-piperidyl]amino]-4-fluoro-phenyl]-2-tert-butoxycarbonyl-4-chloro-3-thienyl]oxy]acetic acid